3-cyclohexenyl-6-(4-methoxyphenyl)-2-phenyl-5-(pyrazin-2-ylamino)pyrazolo[1,5-a]pyrimidin-7(4H)-one C1(=CCCCC1)C=1C(=NN2C1NC(=C(C2=O)C2=CC=C(C=C2)OC)NC2=NC=CN=C2)C2=CC=CC=C2